(2S)-2-amino-3-{4-[(2-amino-3-sulfanylpropanoyl)amino]phenyl}propanoic acid N[C@H](C(=O)O)CC1=CC=C(C=C1)NC(C(CS)N)=O